(S)-N-((7-(1,2-Dihydroxyethyl)-4-(4-(trifluoromethoxy)phenyl)benzo[d]oxazol-6-yl)methyl)-N-methylacrylamide O[C@H](CO)C1=C(C=C(C=2N=COC21)C2=CC=C(C=C2)OC(F)(F)F)CN(C(C=C)=O)C